CCC(/C=C/C=C\\C/C=C\\C/C=C\\C=C\\[C@H](CCCC(=O)[O-])OO)O The molecule is an icosanoid anion that is the conjugate base of (5S)-hydroperoxy-18-hydroxy-EPE, arising from deprotonation of the carboxylic acid group; major species at pH 7.3. It has a role as a human xenobiotic metabolite. It is a conjugate base of a (5S)-hydroperoxy-18-hydroxy-EPE.